FC1(CNC(N(C1)[C@@H](COC)C=1C=CC2=C(N=C(O2)[C@H](C2CCC(CC2)F)NC(OCC2=CC=CC=C2)=O)C1)=O)F benzyl ((S)-(5-((R)-1-(5,5-difluoro-2-oxotetrahydropyrimidin-1(2H)-yl)-2-methoxyethyl)benzo[d]oxazol-2-yl)((1r,4S)-4-fluorocyclohexyl)methyl)carbamate